FC=1C=2N(C=C(C1)C1=CC=C(C3=C1C=C(O3)C)C(=O)NC3CCNCC3)C=C(N2)C 4-{8-fluoro-2-methylimidazo[1,2-a]pyridin-6-yl}-2-methyl-N-(piperidin-4-yl)-1-benzofuran-7-carboxamide